NCC(C(=O)O)C#N 3-AMINO-2-CYANOPROPIONIC ACID